fluorofluorenol FC1=C(C=2CC3=CC=CC=C3C2C=C1)O